IN1C=NC(C=2N=CN([C@H]3[C@H](O)[C@H](O)[C@@H](CO)O3)C12)=NCC1=CC=C(C=C1)N 3-Iodo-N(6)-4-aminobenzyladenosine